(2R,4S)-5-([1,1'-biphenyl]-4-yl)-4-(tert-butoxycarbonylamino)-2-methylpentanoic acid C1(=CC=C(C=C1)C[C@H](C[C@H](C(=O)O)C)NC(=O)OC(C)(C)C)C1=CC=CC=C1